5-methylbenzo[D]isothiazole-3-carboxylic acid ethyl ester 1,1-dioxide C(C)OC(=O)C1=NS(C2=C1C=C(C=C2)C)(=O)=O